7-Methyl-3-[(1r,4r)-4-(2-methoxy-4-methyl-3-pyridyl)cyclohexyl]-1-[(3-trifluoromethoxy-2-pyridyl)methyl]-1,8-diaza-2(1H)-naphthalenone CC1=CC=C2C=C(C(N(C2=N1)CC1=NC=CC=C1OC(F)(F)F)=O)C1CCC(CC1)C=1C(=NC=CC1C)OC